5-[4-Amino-2-(3,4-difluoroanilino)thiazole-5-carbonyl]isoxazole-3-carboxylic acid NC=1N=C(SC1C(=O)C1=CC(=NO1)C(=O)O)NC1=CC(=C(C=C1)F)F